5-(4-chloro-2-fluoro-6-methylphenyl)-3-(4-(4-methylpiperazin-1-yl)phenyl)-1H-pyrazolo[4,3-c]pyridazin-6(5H)-one ClC1=CC(=C(C(=C1)C)N1N=C2C(=CC1=O)NN=C2C2=CC=C(C=C2)N2CCN(CC2)C)F